C(C=C)(=O)N1CC2=CC(=CC=C2CC1)C1=C(C2=C(C(=N1)C=1C=NC=3CC(NCC3C1)=O)C=CS2)C2=C(C=C(C=C2OCCOC)F)F (R)-3-(6-(2-acryloyl-1,2,3,4-tetrahydroisoquinolin-7-yl)-7-(2,4-difluoro-6-(2-methoxyethoxy)phenyl)thieno[3,2-c]pyridin-4-yl)-5,8-dihydro-1,6-naphthyridin-7(6H)-one